6-(1,1-difluoro-5-phenylpentyl)pyridin-2-amine FC(CCCCC1=CC=CC=C1)(F)C1=CC=CC(=N1)N